[Na+].[Na+].[Na+].C(=O)(O)CC=1N=NN(C1)CC(=O)N1CC(C1)OC1=C(C=2O[B-](CCC2C=C1)(O)O)C(=O)O.C(=O)(O)CC=1N=NN(C1)CC(=O)N1CC(C1)OC1=C(C=2O[B-](CCC2C=C1)(O)O)C(=O)O.C(=O)(O)CC=1N=NN(C1)CC(=O)N1CC(C1)OC1=C(C=2O[B-](CCC2C=C1)(O)O)C(=O)O 8-[(1-{[4-(carboxymethyl)-1H-1,2,3-triazol-1-yl]acetyl}azetidin-3-yl)oxy]-4,4-dihydroxy-5-oxa-4-boranuidabicyclo[4.4.0]deca-1(6),7,9-triene-7-carboxylic acid trisodium salt